FC(C1OC(OC1)=O)(F)F 4-(trifluoromethyl)-1,3-dioxolan-2-one